4-Bromo-1-(1-(3-chlorophenyl)-2-((2-methoxyethyl)(methyl)amino)ethyl)pyridin-2(1H)-one BrC1=CC(N(C=C1)C(CN(C)CCOC)C1=CC(=CC=C1)Cl)=O